C(C1=CC=CC=C1)OC(=O)NC(C(=O)O)CN1N=CC2=CC(=CC=C12)OCCC1=NC=2NCCCC2C=C1 2-(((benzyloxy)carbonyl)amino)-3-(5-(2-(5,6,7,8-tetrahydro-1,8-naphthyridin-2-yl)ethoxy)-1H-indazol-1-yl)propionic acid